CO[C@@H]1[C@H](N(CC1)C(=O)OC(C)(C)C)C(=O)OC (2S,3S)-1-tert-butyl 2-methyl 3-methoxypyrrolidine-1,2-dicarboxylate